COC1=C(C=C(C=C1)C1CCC(C1NC=O)(C)C)OCCCOC N-(5-(4-methoxy-3-(3-methoxypropoxy)phenyl)-2,2-dimethylcyclopentyl)carboxamide